(2S)-1-(5-chloro-6-fluoro-4-iodopyridin-2-yl)-4-(1-cyclopropylethyl)-2-methylpiperazine ClC=1C(=CC(=NC1F)N1[C@H](CN(CC1)C(C)C1CC1)C)I